CC1=CC=C(C=C1)C=1C(=CC=CC1)C(=O)OC methyl 4'-methylbiphenyl-2-carboxylate